4-((3-amino-5-fluoro-1H-pyrazolo[3,4-b]pyridin-6-yl)amino)-1,3-dihydro-2H-benzo[d]imidazol-2-one NC1=NNC2=NC(=C(C=C21)F)NC2=CC=CC=1NC(NC12)=O